ClC=1C=C(C=NC1[C@@H](C(F)F)O)NC(=O)[C@H]1CC2(C3=C1C=NC=1N3N=C(C1)F)CCC2 (S)-N-(5-chloro-6-((S)-2,2-difluoro-1-hydroxyethyl)pyridin-3-yl)-2'-fluoro-6',7'-dihydrospiro[cyclobutane-1,8'-cyclopenta[e]pyrazolo[1,5-a]pyrimidine]-6'-carboxamide